N-(4-(6-chloro-3-(methyl-d3)-2-oxo-2,3-dihydro-1H-imidazo[4,5-c]pyridin-1-yl)bicyclo[2.2.2]octan-1-yl)acetamide ClC1=CC2=C(C=N1)N(C(N2C21CCC(CC2)(CC1)NC(C)=O)=O)C([2H])([2H])[2H]